3-fluoro-6-{[(3S)-3-methylpiperidin-1-yl]methyl}-N-{3-[(1S,3S)-3-(cyanomethyl)-1-(4-methyl-1,2,4-triazol-3-yl)cyclobutyl]phenyl}imidazo[1,2-a]pyridine-8-carboxamide FC1=CN=C2N1C=C(C=C2C(=O)NC2=CC(=CC=C2)C2(CC(C2)CC#N)C2=NN=CN2C)CN2C[C@H](CCC2)C